tert-butyl 7-bromo-6-((tert-butoxycarbonyl)(4-chlorobenzyl)carbamoyl)-1-oxo-3,4-dihydropyrrolo[1,2-a]pyrazine-2(1H)-carboxylate BrC=1C=C2N(CCN(C2=O)C(=O)OC(C)(C)C)C1C(N(CC1=CC=C(C=C1)Cl)C(=O)OC(C)(C)C)=O